2-{4-[7-(aminocarbonyl)-2H-indazol-2-yl]benzyl}-7-benzyl-2,7-diazaspiro[4.4]nonane NC(=O)C1=CC=CC2=CN(N=C12)C1=CC=C(CN2CC3(CC2)CN(CC3)CC3=CC=CC=C3)C=C1